i-butyl-2,3-dimethylimidazolium chloride [Cl-].C(C(C)C)C=1[N+](=C(NC1)C)C